[Cl-].C[N+](CCC[Si](OC)(OC)OC)(CCCCCCCCCCCC)C dimethyldodecyl-[3-(trimethoxysilyl)propyl]Ammonium chloride